ClC1=CN(C=2N=C(N=C(C21)N[C@H]2CN(CCC2)C(=O)OC(C)(C)C)NC2=CC(=NS2)C)COCC[Si](C)(C)C tert-butyl (R)-3-((5-chloro-2-((3-methylisothiazol-5-yl)amino)-7-((2-(trimethyl-silyl)ethoxy)methyl)-7H-pyrrolo[2,3-d]pyrimidin-4-yl)amino)piperidine-1-carboxylate